methyl (3S,6S,10aR)-6-((tert-butoxycarbonyl)amino)-9-cyclopropyl-5-oxo-1,2,3,5,6,7,8,10a-octahydropyrrolo[1,2-a]azocine-3-carboxylate C(C)(C)(C)OC(=O)N[C@H]1CCC(=C[C@@H]2N(C1=O)[C@@H](CC2)C(=O)OC)C2CC2